1-isopropyl-6-(2-methylpropan-1-en-1-yl)-N-(1-(3,4,5-trimethoxyphenyl)-1H-imidazol-4-yl)-1H-pyrazolo[3,4-d]Pyrimidine-4-amine C(C)(C)N1N=CC=2C1=NC(=NC2NC=2N=CN(C2)C2=CC(=C(C(=C2)OC)OC)OC)C=C(C)C